C(C)C1=CC=C(C=C1)C(C)C1=CC=2NC3=CC=CC=C3SC2C=C1 2-(1-(4-ethylphenyl)ethyl)-10H-phenothiazine